2-(6-(1-cyclobutyl-4-methylpiperidine-3-carbonyl)-2-methoxynaphthalen-1-yl)acetonitrile C1(CCC1)N1CC(C(CC1)C)C(=O)C=1C=C2C=CC(=C(C2=CC1)CC#N)OC